methyl (Z)-2-((tert-butoxycarbonyl)amino)-3-(4-(4-(ethoxymethyl)-2,6-dimethoxyphenyl)-1-methyl-1H-indazol-7-yl)acrylate C(C)(C)(C)OC(=O)N\C(\C(=O)OC)=C/C=1C=CC(=C2C=NN(C12)C)C1=C(C=C(C=C1OC)COCC)OC